1,5-bis(2-bromo-3-methoxyphenyl)-1,4-pentadiene BrC1=C(C=CC=C1OC)C=CCC=CC1=C(C(=CC=C1)OC)Br